N[C@@H](CC(=O)[O-])C(=O)[O-].[Na+].[Na+] sodium aspartate